4-(4-(1H-indol-3-yl)pyrimidin-2-ylamino)-N'-(3-chlorobenzyl)benzoyl-hydrazine N1C=C(C2=CC=CC=C12)C1=NC(=NC=C1)NC1=CC=C(C(=O)NNCC2=CC(=CC=C2)Cl)C=C1